4-(benzylthio)phenol C(C1=CC=CC=C1)SC1=CC=C(C=C1)O